[N+](=O)([O-])C1=CN=CS1 5-Nitro-1,3-thiazole